2-[[5-(4-fluorophenyl)-7-iodo-6-isopropyl-pyrrolo[2,3-f]indazol-1-yl]methoxy]ethyl-trimethyl-silane FC1=CC=C(C=C1)N1C(=C(C2=C1C=C1C=NN(C1=C2)COCC[Si](C)(C)C)I)C(C)C